NC=1C(=CC(=C(C1)C=1C(N(C2=CC(=NC=C2C1)NC)CC(F)(F)F)=O)F)F 3-(5-amino-2,4-difluorophenyl)-7-(methylamino)-1-(2,2,2-trifluoroethyl)-1,6-naphthyridin-2(1H)-one